CN1CC2C(NC=3C=CC(=CC23)C)CC1 2,8-dimethyl-2,3,4,4a,5,9b-hexahydro-1H-pyrido[4,3-b]indole